4-(3-bromo-2-cyano-6-(methoxy-d3)-phenoxy)-3,3-difluoropiperidine-1-carboxylic acid tert-butyl ester C(C)(C)(C)OC(=O)N1CC(C(CC1)OC1=C(C(=CC=C1OC([2H])([2H])[2H])Br)C#N)(F)F